C(C)(C)(C)OC(=O)N[C@@H](CSCC1=CC=CC=C1)C(=O)O N-(t-butoxycarbonyl)-S-benzylcysteine